C(C1=CC=CC=C1)OCC1[C@]2(CCCC([C@@H]2CCC1=C)(C)C)C (4aS,8aS)-5-((benzyloxy)methyl)-1,1,4a-trimethyl-6-methylenedecahydronaphthalene